O[C@@H]1C[C@H](N(C1)C([C@H](C(C)C)C1=CC(=NO1)N1CCN(CC1)CC1CCNCC1)=O)C(=O)N[C@@H](C)C1=CC=C(C=C1)C=1N(N=CC1)C (2S,4R)-4-hydroxy-1-[(2R)-3-methyl-2-[3-[4-(4-piperidylmethyl)piperazin-1-yl]isoxazol-5-yl]butanoyl]-N-[(1S)-1-[4-(2-methylpyrazol-3-yl)phenyl]ethyl]pyrrolidine-2-carboxamide